tert-butyl (5-((2-(1-methyl-1H-1,2,4-triazol-5-yl)-6-nitrophenyl)amino)hexyl)carbamate CN1N=CN=C1C1=C(C(=CC=C1)[N+](=O)[O-])NC(CCCCNC(OC(C)(C)C)=O)C